(E)-4-((S)-3-fluoropyrrolidin-1-yl)-N-(5-(3-((S)-1-oxo-1-((5-(trifluoromethyl)thiazol-2-yl)amino)propan-2-yl)phenyl)pyrazin-2-yl)but-2-enamide F[C@@H]1CN(CC1)C/C=C/C(=O)NC1=NC=C(N=C1)C1=CC(=CC=C1)[C@@H](C(NC=1SC(=CN1)C(F)(F)F)=O)C